1-aminoethyl-2-ethyl-pyridine bromide salt [Br-].NC(C)C=1C(=NC=CC1)CC